4-(TRIFLUOROMETHYL)CYCLOHEX-1-ENYLBORONIC ACID FC(C1CC=C(CC1)B(O)O)(F)F